IC(C[Sn])(C)I 2,2-diiodopropyltin